C(C1=CC=CC=C1)OC=1C=NC(=NC1)N1CCC2(CCN(C2=O)C)CC1 8-(5-Benzyloxypyrimidin-2-yl)-2-methyl-2,8-diazaspiro[4.5]decan-1-one